ClC1=C(C=CC=C1)C1=CC(OC2=CC(=CC=C12)OC(C(=O)N1CC(CCC1)C(=O)NC)C)=O 1-[2-[4-(2-chlorophenyl)-2-oxo-chromen-7-yl]oxypropanoyl]-N-methyl-piperidine-3-carboxamide